4-(2-pyridyl)methylene-2,6-di-tert-butyl-2,5-cyclohexadien-1-one N1=C(C=CC=C1)C=C1C=C(C(C(=C1)C(C)(C)C)=O)C(C)(C)C